1-butyl-3-[2-[4-[(1-methylbenzimidazol-2-yl)methyl]piperazin-1-yl]-4-(trifluoromethyl)phenyl]sulfonylurea C(CCC)NC(=O)NS(=O)(=O)C1=C(C=C(C=C1)C(F)(F)F)N1CCN(CC1)CC1=NC2=C(N1C)C=CC=C2